COC(=O)[C@H]1CN(CC1)CC1=NN=C2N1C=CC(=C2)Br.ONC(C2=CC=C(C=C2)CN2C1=C(C=3C=CC=CC23)CN(CC1)C)=O N-hydroxy-4-[(2-methyl-3,4-dihydro-1H-pyrido[4,3-b]indol-5-yl)methyl]benzamide methyl-(R)-1-((7-bromo-[1,2,4]triazolo[4,3-a]pyridin-3-yl)methyl)pyrrolidine-3-carboxylate